ClC=1C=C(C=CC1)C1=C(C(C(N1CCCCCCCCCCCC)=O)(C[Se]C1=CC=CC=C1)C)C 5-(3-Chlorophenyl)-1-dodecyl-3,4-dimethyl-3-((phenylseleno)methyl)-1H-pyrrol-2(3H)-one